C(=O)(OC(C)(C)C)NC1=CC(=C(C(=C1)C)N)C N-boc-3,5-dimethyl-4-aminoaniline